CC1C(C1)CCO 2-(2-methylcyclopropyl)ethanol